[NH4+].C(#N)C1=CC(=C(COC2=C(C=CC(=N2)N2CCC3(CC3C3=NC4=C(N3C[C@H]3OCC3)C=C(C=C4)C(=O)O)CC2)F)C=C1)F 2-(6-{6-[(4-cyano-2-fluorobenzyl)oxy]-5-fluoropyridin-2-yl}-6-azaspiro[2.5]oct-1-yl)-1-[(2S)-oxetan-2-ylmethyl]-1H-benzimidazole-6-carboxylic acid ammonium